2-[4-[(E)-3-[2-(Carboxymethoxy)-4-[(1E)-3-methylbuta-1,3-dienoxy]phenyl]-3-oxoprop-1-enyl]-2-methoxyphenoxy]acetic acid C(=O)(O)COC1=C(C=CC(=C1)O\C=C\C(=C)C)C(/C=C/C1=CC(=C(OCC(=O)O)C=C1)OC)=O